(R)-2-(2-(5-fluoro-2-methoxypyridin-3-yl)pyrrol-1-yl)pyrazolo[1,5-a][1,3,5]triazine-8-carbaldehyde FC=1C=C(C(=NC1)OC)C=1N(C=CC1)C1=NC=2N(C=N1)N=CC2C=O